FC=1C=C(C=CC1C)CN1CCC(CC1)C=1C=CC=2C(N(C3=CC=CC1C23)C2C(NC(CC2)=O)=O)=O 3-[5-[1-[(3-fluoro-4-methyl-phenyl)methyl]-4-piperidyl]-2-oxo-benzo[cJ]indol-1-yl]piperidine-2,6-dione